(8-phenyl-1-naphthyl)-boronic acid C1(=CC=CC=C1)C=1C=CC=C2C=CC=C(C12)B(O)O